5,6-bis(dodecyloxy)benzo[1,2,5]thiadiazole C(CCCCCCCCCCC)OC=1C(=CC=2C(=NSN2)C1)OCCCCCCCCCCCC